CC1=C2C=C(C=NC2=CC=C1)C=1NC(C=2N(C1)N=C(C2)C(=O)OCC)=O ethyl 6-(5-methylquinolin-3-yl)-4-oxo-4,5-dihydropyrazolo[1,5-a]pyrazine-2-carboxylate